C(C)(C)(C)[C@@H]1CC=2C=C3C(=NC2CC1)SC(=N3)C(=O)N[C@H](CCN(C)C)C3=CC=C(C=C3)C3=CNC(C=C3)=O (7S)-7-tert-butyl-N-[(1R)-3-(dimethylamino)-1-[4-(6-oxo-1H-pyridin-3-yl)phenyl]propyl]-5,6,7,8-tetrahydrothiazolo[5,4-b]quinoline-2-carboxamide